CC1CN(CCN1)C1N(CCCC1)C1=NN(C2=CC=CC=C12)C 3-methylpiperazin-1-yl-1-methyl-1H-indazol-3-yl-piperidine